tert-Butyl (2-(3-aminophenoxy)ethyl)carbamate NC=1C=C(OCCNC(OC(C)(C)C)=O)C=CC1